CC1=C(C(=NO1)C1=CC=CC=C1)C(=O)O 5-methyl-3-phenyl-4-isoxazolyl-carboxylic acid